NC1=CC=NN1CCCNC(OC(C)(C)C)=O t-butyl (3-(5-amino-1H-pyrazol-1-yl)propyl)carbamate